CC=1C=C(NC2=NC=NC3=CC(=C(C=C23)[N+](=O)[O-])OS(=O)(=O)C(F)(F)F)C=CC1OC1=CC=2N(C=C1)N=CN2 [4-[3-methyl-4-([1,2,4]triazolo[1,5-a]pyridin-7-yloxy)anilino]-6-nitro-quinazolin-7-yl]trifluoromethanesulfonate